5-amino-2-(2,6-dioxopiperidin-3-yl)-4-hydroxyisoindoline-1,3-dione NC=1C(=C2C(N(C(C2=CC1)=O)C1C(NC(CC1)=O)=O)=O)O